methyl 4-acetamido-6-(4-bromo-2,3-difluorophenyl)-3-chloro-pyridine-2-carboxylate C(C)(=O)NC1=C(C(=NC(=C1)C1=C(C(=C(C=C1)Br)F)F)C(=O)OC)Cl